1-methyl-3-(1-oxo-4-((7-(spiro[3.3]heptan-2-ylamino)heptyl)thio)isoindolin-2-yl)piperidine-2,6-dione CN1C(C(CCC1=O)N1C(C2=CC=CC(=C2C1)SCCCCCCCNC1CC2(C1)CCC2)=O)=O